1-bromo-2,2-difluoroethylene BrC=C(F)F